O=C1NC(CCC1N1CC=2C(C1=O)=CSC2CNC(C(=O)C2=CC=C(C=C2)C2(CC2)C)=O)=O N-((5-(2,6-dioxopiperidin-3-yl)-4-oxo-5,6-dihydro-4H-thieno[3,4-c]pyrrol-1-yl)methyl)-2-(4-(1-methylcyclopropyl)phenyl)-2-oxoacetamide